4-(methoxycarbonyl)-2,6-dimethyl-3-nitrophenylacridine-9-carboxylate COC(=O)C1=C(C(=C(C(=C1)C)OC(=O)C=1C2=CC=CC=C2N=C2C=CC=CC12)C)[N+](=O)[O-]